(6-(2-((trans-3-morpholinocyclobutyl)amino)pyrrolo[2,1-f][1,2,4]triazin-5-yl)imidazo[1,2-a]pyridin-3-yl)(pyrrolidin-1-yl)methanone O1CCN(CC1)[C@@H]1C[C@H](C1)NC1=NN2C(C=N1)=C(C=C2)C=2C=CC=1N(C2)C(=CN1)C(=O)N1CCCC1